1-(3-bromophenyl)-3-(3-fluoro-5-(5-(3-(methylsulfonyl)phenyl)-1H-pyrazolo[3,4-b]pyridin-3-yl)phenyl)urea BrC=1C=C(C=CC1)NC(=O)NC1=CC(=CC(=C1)C1=NNC2=NC=C(C=C21)C2=CC(=CC=C2)S(=O)(=O)C)F